3,4-diaminobenzophenone NC=1C=C(C(=O)C2=CC=CC=C2)C=CC1N